2-(((Cyclopropylmethyl)(ethyl)amino)methyl)-4-propyl-1-thioxo-2,4-dihydro-[1,2,4]triazolo[4,3-a]quinazolin-5(1H)-one C1(CC1)CN(CC)CN1N=C2N(C3=CC=CC=C3C(N2CCC)=O)C1=S